(R,E)-5-((4-((((1-(1-(4-cyanomethylpiperidin-1-yl)-1,6-dihydroimidazo[4,5-d]pyrrolo[2,3-b]pyridin-2-yl)ethoxy)carbonyl)oxy)methyl)phenyl)diazenyl)-2-hydroxybenzoic acid C(#N)CC1CCN(CC1)N1C(=NC=2C1=C1C(=NC2)NC=C1)[C@@H](C)OC(=O)OCC1=CC=C(C=C1)/N=N/C=1C=CC(=C(C(=O)O)C1)O